ClC1=CC=C(C=C1)[C@@]1(N(C(C2=CC(=CC(=C12)F)B1OC(C(O1)(C)C)(C)C)=O)CC1=NC=C(C=C1)Cl)OC (3R)-3-(4-chlorophenyl)-2-[(5-chloropyridin-2-yl)methyl]-4-fluoro-3-methoxy-6-(4,4,5,5-tetramethyl-1,3,2-dioxaborolan-2-yl)-2,3-dihydro-1H-isoindol-1-one